CC(C(=O)[O-])(CC(C)C)C 2,2,4-trimethylpentanoate